C(C=CC)(=O)OC1CCCC1 Cyclopentyl but-2-enoate